C(C=C)(=O)OCC12C3(CCC(C2CCC1)C3)COC(C=C)=O bis(acryloyloxymethyl)tricyclo[5.2.1.02,6]Decane